2-amino-5-bromo-pyridine-3-carbonitrile NC1=NC=C(C=C1C#N)Br